1-(7-(2-(1H-Tetrazol-5-yl)phenyl)-2,7-diazaspiro[4.4]nonan-2-yl)pentan-1-one N1N=NN=C1C1=C(C=CC=C1)N1CC2(CCN(C2)C(CCCC)=O)CC1